5-(4-hydroxy-phenyl)-thiophene-2-carbaldehyde OC1=CC=C(C=C1)C1=CC=C(S1)C=O